ethyl 5-((tert-butyldimethylsilyl) oxy)-2-methylbenzofuran-3-carboxylate [Si](C)(C)(C(C)(C)C)OC=1C=CC2=C(C(=C(O2)C)C(=O)OCC)C1